FC1=C(C(=CC=C1)F)S(=O)(=O)NC1CC(CCC1)N1CCC2=CC=CC=C12 2,6-DIFLUORO-N-(3-(INDOLIN-1-YL)CYCLOHEXYL)BENZENESULFONAMIDE